2-[3-(2-hydroxy-1,1-dihydroxymethyl-1-ethylamino)-propylamino]-2-hydroxymethyl-propane-1,3-diol OCC(CO)(CO)NCCCNC(CO)(CO)CO